perhydro-1,5-naphthyridine N1CCCC2NCCCC12